C(#N)C1N(CSC1)C(CNC(=O)C1=CC=NC2=CC=C(C=C12)OCCOC)=O N-(2-(4-Cyanothiazolidin-3-yl)-2-oxoethyl)-6-(2-methoxyethoxy)quinoline-4-carboxamide